C(CCC)OC(=O)C1C2C=CC(C1C(=O)OCCCC)C2 bicyclo[2.2.1]hept-5-ene-2,3-dicarboxylic acid dibutyl ester